[Pd](Br)Br.C(C)(C)(C)P(C(C)(C)C)C(C)(C)C Tritert-butylphosphine palladium bromide